N(=[N+]=[N-])NC(C)=O N-azidoacetamide